N1(CCCCC1)C1=C(C(=O)NC2=CC=C(C=C2)C)C=CC=C1 2-(piperidin-1-yl)-N-(p-tolyl)benzamide